OC1=CC(=CC2=CC=CC=C12)C(=O)[O-] hydroxy-3-naphthoate